C(C)(=O)NC1=C(C2=C(S1)C(C(CC2)(CC2CC2)CCCOC(C)=O)=O)C(=O)OCC Ethyl 2-acetamido-6-(3-acetoxypropyl)-6-(cyclopropylmethyl)-7-oxo-4,5,6,7-tetrahydrobenzo[b]thiophene-3-carboxylate